cerium cobalt iron [Fe].[Co].[Ce]